FC1(CCC(OC1)\C=N\[S@](=O)C(C)(C)C)F (R)-N-((E)-(5,5-Difluorotetrahydro-2H-pyran-2-yl)methylene)-2-methylpropane-2-sulfinamide